FC1=C(C=O)C(=CC(=N1)F)I 2,6-difluoro-4-iodo-nicotinaldehyde